CC1=C(C=CC(=N1)NC=1N=CC2=C(N1)C(=NC(=C2)[C@@H](C)O)N2CCCCC2)N2CCN(CC2)C (1R)-1-[2-[[6-methyl-5-(4-methylpiperazin-1-yl)pyridin-2-yl]amino]-8-piperidin-1-ylpyrido[3,4-d]pyrimidin-6-yl]ethanol